2-hydroxytetrahydrofuran-3,4-diyldiacetate OC1OCC(C1CC(=O)[O-])CC(=O)[O-]